4-(2-naphthalenyl)-2-[4-(3-quinolinyl)phenyl]-benzo[h]quinazoline C1=C(C=CC2=CC=CC=C12)C1=NC(=NC2=C3C(=CC=C12)C=CC=C3)C3=CC=C(C=C3)C=3C=NC1=CC=CC=C1C3